BrC1=NC(=CC=C1CCC(=O)[O-])C 2-bromo-6-methylpyridine-3-propionate